S(=O)(=O)(O)CC1=CC=C(C=C1)S(=O)(=O)O.CC1=C(C2=CC(=CC=C2C(=C1)O)O)C dimethyl-(4,7-dihydroxynaphthalene) sulfo-p-toluenesulfonate